1-carboxyfluorene C(=O)(O)C1=CC=CC=2C3=CC=CC=C3CC12